C(C=C)(=O)N1C(CCCCC1)C=1N(C(=C(N1)C1=CC=C(C=C1)C(NC1=NC=CC(=C1)CC)=O)C(=O)N)N 2-(1-Acryloylazepan-2-yl)-1-amino-4-(4-((4-ethylpyridin-2-yl)carbamoyl)phenyl)-1H-imidazol-5-carboxamid